Tert-butyl 5-((5-carbamoyl-3-cyclopropyl-4-(trifluoromethyl)-1H-pyrazol-1-yl)methyl)-2-azaspiro[3.3]heptane-2-carboxylate C(N)(=O)C1=C(C(=NN1CC1C2(CN(C2)C(=O)OC(C)(C)C)CC1)C1CC1)C(F)(F)F